2-[1-[(2,3-difluorophenyl)methyl]-5-oxopyrrolidin-2-yl]-N-[(2-ethylphenyl)methyl]acetamid FC1=C(C=CC=C1F)CN1C(CCC1=O)CC(=O)NCC1=C(C=CC=C1)CC